C(C=C)[C@@H]1[C@@H](CC1)O (1R,2R)-2-ALLYLCYCLOBUTANOL